5'-Methyl-N-(1-methyl-3-(5-(4-methylpiperazin-1-yl)pyridin-2-yl)-1H-pyrazol-4-yl)-[2,3'-bipyridin]-6-carboxamid CC=1C=C(C=NC1)C1=NC(=CC=C1)C(=O)NC=1C(=NN(C1)C)C1=NC=C(C=C1)N1CCN(CC1)C